1-(((2-(benzyloxy)-2-oxoethyl)(methyl)carbamoyl)oxy)ethyl ((R)-2-(((1R,2S,3R,4R,5R)-4-acetamido-2-hydroxy-6,8-dioxabicyclo[3.2.1]octan-3-yl)oxy)propanoyl)-L-alaninate C(C)(=O)N[C@@H]1[C@H]([C@@H]([C@H]2CO[C@@H]1O2)O)O[C@@H](C(=O)N[C@@H](C)C(=O)OC(C)OC(N(C)CC(=O)OCC2=CC=CC=C2)=O)C